Pyrazole-4-boronic acid N1N=CC(=C1)B(O)O